ClC1=C(C=NN1C(CO)(C)C)S(=O)(=O)NC=1C=CC(=C2C(=CNC12)C#N)F 5-chloro-N-(3-cyano-4-fluoro-1H-indol-7-yl)-1-(2-hydroxy-1,1-dimethyl-ethyl)pyrazole-4-sulfonamide